CC1=C(OC(C(=O)OCC)(C)C)C(=CC(=C1)CCCN1N=CN(C1=O)C1=CC=C(C=C1)C(F)(F)F)C Ethyl 2-(2,6-dimethyl-4-(3-(5-oxo-4-(4-(trifluoromethyl)phenyl)-4,5-dihydro-1H-1,2,4-triazol-1-yl)prop-yl)phenoxy)-2-methylpropionate